oxo-propionic acid O=C(C(=O)O)C